N1C=NC2=C1C=CC(=C2)N2C(NCC2C2=CC=C(C=C2)C=2SC=C(N2)C(F)(F)F)=O 1-(1H-Benzoimidazol-5-yl)-5-{4-[4-(trifluoromethyl)-1,3-thiazol-2-yl]phenyl}imidazolidin-2-one